3-bromo-3'-fluoro-2,2'-bipyridine BrC=1C(=NC=CC1)C1=NC=CC=C1F